CC1=CC(=NC=C1OC1=CC(=C2C(=N1)N(C=N2)C)NC=2N=NC(=CC2)N2CC1CCC(C2)O1)C#N 4-methyl-5-[3-methyl-7-[[6-(8-oxa-3-azabicyclo[3.2.1]oct-3-yl)pyridazin-3-yl]amino]imidazo[4,5-b]pyridin-5-yl]oxypyridine-2-carbonitrile